5-hydroxyl-1,3-dioxane OC1COCOC1